NC1=CC=C2C(=N1)CCC2NC([C@H](C)NC(=O)[C@@H]2NCC[C@@H](C2)C2=CC(=CC=C2)OC(F)(F)F)=O (2R,4S)-N-((2S)-1-((2-amino-6,7-dihydro-5H-cyclopenta[b]pyridin-5-yl)amino)-1-oxopropan-2-yl)-4-(3-(trifluoromethoxy)phenyl)piperidine-2-carboxamide